N1CCC(CCC1)OC1=C2C(=NC=C1)NC=C2C=2C=NC=NC2 4-(azepan-4-yloxy)-3-pyrimidin-5-yl-1H-pyrrolo[2,3-b]pyridine